FC(CN1N=C2N(C(N(CC2=C1)C1CCN(CC1)C1=C(C=CC=C1C)F)=O)CC1=NC=CC=C1C(F)(F)F)(C)F 2-(2,2-difluoro-propyl)-5-[1-(2-fluoro-6-methyl-phenyl)-piperidin-4-yl]-7-(3-trifluoromethyl-pyridin-2-ylmethyl)-2,4,5,7-tetrahydro-pyrazolo[3,4-d]pyrimidin-6-one